C(C)C=1C=CC(=C(C1)N1C(SCC1=O)=N)COCC(F)(F)F 3-(5-Ethyl-2-((2,2,2-trifluoroethoxy)methyl)phenyl)-2-iminothiazolidin-4-one